4-((1H-pyrazol-1-yl)methyl)-6-fluoro-2,2-dimethyl-2,3-dihydrobenzofuran-7-carbonitrile N1(N=CC=C1)CC1=CC(=C(C2=C1CC(O2)(C)C)C#N)F